1-methyl-4-{4-[1-(2-methylphenyl)-1H-pyrazol-3-yl]piperidin-1-yl}-2-oxo-1,2-dihydroquinoline-3-carbonitrile CN1C(C(=C(C2=CC=CC=C12)N1CCC(CC1)C1=NN(C=C1)C1=C(C=CC=C1)C)C#N)=O